5-amino-4-(1H-indole-2-carbonyl-1H-pyrazol-1-yl)-N-methyl-1H-benzo[d]imidazole-2-carboxamide NC1=C(C2=C(NC(=N2)C(=O)NC)C=C1)N1N=C(C=C1)C(=O)C=1NC2=CC=CC=C2C1